FC1=CC=C(OCCCC(=O)NCC(=O)O)C=C1 (4-(4-fluoro-phenoxy)butanoyl)glycine